[N+](=O)([O-])OC(CC)O PROPANDIOL MONONITRATE